CC1CC(C1)(C1=NN=CN1C)C1=CC=NC=C1 4-(3-methyl-1-(4-methyl-4H-1,2,4-triazol-3-yl)cyclobutyl)pyridine